(Z)-2-ethylbut-2-enedioic acid C(C)/C(/C(=O)O)=C/C(=O)O